(3R*,4R*)-1-Cyclohexyl-4-{[5-(2,4-difluoro-phenyl)-isoxazole-3-carbonyl]-amino}-piperidine-3-carboxylic acid (2,5-dimethyl-2H-pyrazol-3-ylmethyl)-amide CN1N=C(C=C1CNC(=O)[C@@H]1CN(CC[C@H]1NC(=O)C1=NOC(=C1)C1=C(C=C(C=C1)F)F)C1CCCCC1)C |o1:10,15|